C(=O)O.N1C=NC2=C1C=CC(=C2)C(C(=O)NCC2=CC(=C(C(=C2)Cl)C2C(NC(CC2)=O)=O)Cl)(C)C 2-(1H-benzo[d]imidazol-5-yl)-N-(3,5-dichloro-4-(2,6-dioxopiperidin-3-yl)benzyl)-2-methylpropanamide formate